2,6-Dimethylbenzyl (1-hydroxy-1,3-dihydrobenzo[c][1,2]oxaborole-6-carbonyl)-L-alaninate OB1OCC2=C1C=C(C=C2)C(=O)N[C@@H](C)C(=O)OCC2=C(C=CC=C2C)C